1-(5-tert-butyl-2H-pyrazol-3-yl)-3-{4-[5-(2-ethoxyl-ethoxyl)-benzimidazol-1-yl]-phenyl}-urea C(C)(C)(C)C=1C=C(NN1)NC(=O)NC1=CC=C(C=C1)N1C=NC2=C1C=CC(=C2)OCCOCC